1-dimethylamino-3-methylenepent-4-ene CN(CCC(C=C)=C)C